C(CCC#C)(=O)N[C@H]1C(O)O[C@@H]([C@@H]([C@@H]1O)O)CO N-(4-pentynoyl)-galactosamine